methyl 2-{[(tert-butoxy) carbonyl] (methyl) amino}-5-{[1-({4-[3-(dimethylamino) prop-1-yn-1-yl]-2-fluorophenoxy} methyl) cyclopropyl] methyl}-1,3-thiazole-4-carboxylate C(C)(C)(C)OC(=O)N(C=1SC(=C(N1)C(=O)OC)CC1(CC1)COC1=C(C=C(C=C1)C#CCN(C)C)F)C